7-(1-(5-fluoro-2-methylpyridin-3-yl)piperidin-4-yl)-3-methyl-5-((3-(trifluoromethyl)-pyridin-2-yl)methyl)pyrido[2,3-b]pyrazin-6(5H)-one FC=1C=C(C(=NC1)C)N1CCC(CC1)C1=CC=2C(=NC(=CN2)C)N(C1=O)CC1=NC=CC=C1C(F)(F)F